(S)-4-(cyclopropylethynyl)-7-((4-methyl-6-oxopyrimidin-1(6H)-yl)methyl)-4-(trifluoromethyl)-3,4-dihydroquinazolin-2(1H)-one C1(CC1)C#C[C@@]1(NC(NC2=CC(=CC=C12)CN1C=NC(=CC1=O)C)=O)C(F)(F)F